COC1=C(CN(C=2OC3=C(N2)C=C(C=C3F)F)CC3=C(C=C(C=C3)OC)OC)C=CC(=C1)OC N,N-bis(2,4-dimethoxybenzyl)-5,7-difluorobenzo[D]oxazol-2-amine